(S)-2-amino-3-((3-fluorophenyl)(methyl)amino)propanoic acid N[C@H](C(=O)O)CN(C)C1=CC(=CC=C1)F